ClC=1C=C(CN2C[C@H](CCC2)C=2NC(N(N2)C2=CC=C(C=C2)OC)=O)C=CC1C(F)(F)F (s)-5-(1-(3-chloro-4-(trifluoromethyl)benzyl)piperidin-3-yl)-2-(4-methoxyphenyl)-2,4-dihydro-3H-1,2,4-triazol-3-one